N-Hydroxyl-succinimide tert-butyl-4-(5-(7-cyano-4-(isopropylamino)-5H-pyrido[3,2-b]indol-3-yl)isoxazol-3-yl)piperidine-1-carboxylate C(C)(C)(C)OC(=O)N1CCC(CC1)C1=NOC(=C1)C1=C(C=2NC=3C=C(C=CC3C2N=C1)C#N)NC(C)C.ON1C(CCC1=O)=O